5-(1-(2,2-difluoroethyl)-1H-benzo[d][1,2,3]triazol-6-yl)-N-((3R,4R)-3-fluoro-1-(oxetan-3-yl-3-d)piperidin-4-yl)-4-methoxypyrrolo[2,1-f][1,2,4]triazin-2-amine FC(CN1N=NC2=C1C=C(C=C2)C=2C=CN1N=C(N=C(C12)OC)N[C@H]1[C@@H](CN(CC1)C1(COC1)[2H])F)F